FC1=C(COC2=CC=CC(=N2)C2CCNCC2)C=CC(=C1)C(C(C)C)=O 4-(6-((2-fluoro-4-isobutyrylbenzyl)oxy)pyridin-2-yl)piperidine